C(C)(C)NC(NC(C)C)[SiH3] Bis(iso-propylamino)methylsilan